ClC=1N(C(C2=C(N1)CN([C@@H](C2)C)C(C2=CC(=C(C=C2)Cl)Cl)=O)=O)C2CCC(CC2)C(=O)OC methyl (1R,4r)-4-((R)-2-chloro-7-(3,4-dichlorobenzoyl)-6-methyl-4-oxo-5,6,7,8-tetrahydropyrido[3,4-d]pyrimidin-3(4H)-yl)cyclohexane-1-carboxylate